4,7-bis-2-thienyl-2,1,3-benzothiadiazole S1C(=CC=C1)C1=CC=C(C2=NSN=C21)C=2SC=CC2